(S)-2-((4-(4-(2-azaspiro[4.5]decan-8-yl)phenyl)-2,3,9-trimethyl-6H-thieno[3,2-f][1,2,4]triazolo[4,3-a][1,4]diazepin-6-yl)methyl)oxazole C1NCCC12CCC(CC2)C2=CC=C(C=C2)C2=N[C@H](C=1N(C3=C2C(=C(S3)C)C)C(=NN1)C)CC=1OC=CN1